O1C=C(C2=C1C=CC=C2)C2=CC1=C(C=C(O1)C(=O)NCC1CCNCC1)C=C2 6-(1-benzofuran-3-yl)-N-(hexahydropyridin-4-ylmethyl)-1-benzofuran-2-carboxamide